FC1(CC(C1)C1=CC(=C(C(=O)OC)C=C1)C1CCC(CC1)C(F)(F)F)F methyl 4-(3,3-difluorocyclobutyl)-2-[4-(trifluoromethyl)cyclohexyl]benzoate